2-chloro-9-((1-(4-chloro-1-methyl-1H-imidazol-2-yl)piperidin-4-yl)methyl)-7-methyl-7H-purin-8(9H)-imine ClC1=NC=C2N(C(N(C2=N1)CC1CCN(CC1)C=1N(C=C(N1)Cl)C)=N)C